2-((3R,5R,6S)-5-(3-Chlorophenyl)-6-(4-chlorophenyl)-1-((S)-1-(1,1-dioxidobenzo[d]isothiazol-2(3H)-yl)butan-2-yl)-3-methyl-2-oxopiperidin-3-yl)acetic Acid ClC=1C=C(C=CC1)[C@H]1C[C@](C(N([C@@H]1C1=CC=C(C=C1)Cl)[C@H](CN1S(C2=C(C1)C=CC=C2)(=O)=O)CC)=O)(C)CC(=O)O